NC=1N=C(SC1C(=O)C1=CC=C(C(=O)NCCOC(F)(F)F)C=C1)N(C1=CC(=C(C=C1)Cl)F)[C@@H](C(=O)N)C |r| rac-4-[4-Amino-2-(N-(2-amino-1-methyl-2-oxoethyl)-4-chloro-3-fluoroanilino)thiazol-5-carbonyl]-N-[2-(trifluoromethoxy)ethyl]benzamid